C(C=C)(=O)N1[C@H](CN(CC1)C1=NC(=NC=2CC(CCC12)N1CCCC2=CC(=CC=C12)OC)OC[C@H]1N(CCC1)C)CC#N 2-((2S)-1-Acryloyl-4-(7-(6-methoxy-3,4-dihydroquinolin-1(2H)-yl)-2-(((S)-1-methylpyrrolidin-2-yl)methoxy)-5,6,7,8-tetrahydroquinazolin-4-yl)piperazin-2-yl)acetonitrile